N(=[N+]=[N-])C(C)(C)C1=C2C=C(N=CC2=C(C=N1)OC)NC1=CC=C2C(=N1)CC(OC2=O)(C)C 2-((5-(2-azidopropan-2-yl)-8-methoxy-2,6-naphthyridin-3-yl)amino)-7,7-dimethyl-7,8-dihydro-5H-pyrano[4,3-b]pyridin-5-one